methyl 4-[5-(5-fluoro-2-methoxypyridin-4-yl)-1-{[2-(trimethylsilyl)ethoxy]methyl}pyrazole-3-carbonyl]-4-azaspiro[2.5]octane-7-carboxylate FC=1C(=CC(=NC1)OC)C1=CC(=NN1COCC[Si](C)(C)C)C(=O)N1C2(CC2)CC(CC1)C(=O)OC